4',4'-difluoro-2',3',4',5'-tetrahydro-[1,1'-biphenyl] FC1(CCC(=CC1)C1=CC=CC=C1)F